tert-butyl 4-(3-(2,4-dioxotetrahydropyrimidin-1(2H)-yl)imidazo[1,2-a]pyridin-7-yl)piperazine-1-carboxylate O=C1N(CCC(N1)=O)C1=CN=C2N1C=CC(=C2)N2CCN(CC2)C(=O)OC(C)(C)C